N[C@H](CC(=O)O)CC=1C=C(C=CC1)C1=CC(=C(C=C1)Cl)C#N (S)-3-amino-4-(4'-chloro-3'-cyano-[1,1'-biphenyl]-3-yl)butanoic acid